(1r,2S,5S)-N-(1-cyano-2-(6-methyl-2-oxo-1,2-dihydroquinolin-3-yl)ethyl)-3-((S)-3,3-dimethyl-2-(methylsulfonylamino)butanoyl)-6,6-dimethyl-3-azabicyclo[3.1.0]hexane-2-carboxamide C(#N)C(CC=1C(NC2=CC=C(C=C2C1)C)=O)NC(=O)[C@@H]1[C@H]2C([C@H]2CN1C([C@H](C(C)(C)C)NS(=O)(=O)C)=O)(C)C